(S)-(+)-2-(4-methylbenzyl)-3,4-dihydronaphthalen-1-one CC1=CC=C(C[C@H]2C(C3=CC=CC=C3CC2)=O)C=C1